4-[[(2R,3S,4R,5S)-3-(3,4-Difluoro-2-methoxy-phenyl)-4,5-dimethyl-5-(trifluoromethyl)tetrahydrofuran-2-carbonyl]amino]-6-methyl-pyridin-2-carboxamid FC=1C(=C(C=CC1F)[C@H]1[C@@H](O[C@@]([C@@H]1C)(C(F)(F)F)C)C(=O)NC1=CC(=NC(=C1)C)C(=O)N)OC